N1(CCC2=CC=CC=C12)C(=O)C1=CC=C(C=C1)NS(=O)(=O)C1=CC2=C(OCCCO2)C=C1 N-(4-(indoline-1-carbonyl)phenyl)-3,4-dihydro-2H-benzo[b][1,4]dioxepine-7-sulfonamide